3,5-Difluoro-4-hydroxy-N-{[(1r,4r)-4-{6-[1-(oxan-4-yl)-1H-pyrazol-4-yl]-2H-indazol-2-yl}cyclohexyl]methyl}benzamide FC=1C=C(C(=O)NCC2CCC(CC2)N2N=C3C=C(C=CC3=C2)C=2C=NN(C2)C2CCOCC2)C=C(C1O)F